(R)-2-chloro-6-(4-ethylpiperazin-1-yl)-7-methoxy-N-(1-(3-nitro-5-(trifluoromethyl)phenyl)ethyl)quinazolin-4-amine ClC1=NC2=CC(=C(C=C2C(=N1)N[C@H](C)C1=CC(=CC(=C1)C(F)(F)F)[N+](=O)[O-])N1CCN(CC1)CC)OC